CSC1=NC(=NC(=C1C#N)SCC(N1CCCCC1)=O)C1=CC=NC=C1 4-(methylthio)-6-((2-oxo-2-(piperidin-1-yl)ethyl)thio)-2-(pyridin-4-yl)pyrimidine-5-carbonitrile